1-(2,2-difluorocyclopropyl)-3-(5-((R)-2-(2,5-difluorophenyl)-4-oxopyrrolidin-1-yl)-2-fluoropyrazolo[1,5-a]pyrimidin-3-yl)thiourea FC1(C(C1)NC(=S)NC=1C(=NN2C1N=C(C=C2)N2[C@H](CC(C2)=O)C2=C(C=CC(=C2)F)F)F)F